NC1CNC2=C(NC1=O)N=CC(=C2)C=CC(=O)N(CC=2OC1=C(C2C)C=CC=C1)C 3-(3-amino-4-oxo-2,3,4,5-tetrahydro-1H-pyrido[2,3-b][1,4]diazepine-8-Yl)-N-methyl-N-((3-methylbenzofuran-2-yl)methyl)acrylamide